6-((8-(2-chloro-4-(2-(piperazin-1-yl)ethoxy)phenyl)-6-(1-methylcyclopropoxy)-9H-purin-9-yl)methyl)nicotinonitrile ClC1=C(C=CC(=C1)OCCN1CCNCC1)C=1N(C2=NC=NC(=C2N1)OC1(CC1)C)CC1=NC=C(C#N)C=C1